FC1C(CCCC1)C1=NC(=NC(=N1)C1=CC=CC=C1)C1=CC=CC=C1 2-(2-fluorocyclohexyl)-4,6-diphenyl-1,3,5-triazine